(Dipivaloyl)zirconium C(C(C)(C)C)(=O)[Zr]C(C(C)(C)C)=O